1-methyl-6-[4-(3-tetrahydropyran-4-ylpropoxy)phenoxy]indazole-5-carboxamide CN1N=CC2=CC(=C(C=C12)OC1=CC=C(C=C1)OCCCC1CCOCC1)C(=O)N